[Si](C)(C)(C(C)(C)C)OC/C=C/C1COC2(CN(C2)C(=O)OC(C)(C)C)C1 tert-Butyl (E)-7-(3-((tert-butyldimethylsilyl)oxy)prop-1-en-1-yl)-5-oxa-2-azaspiro[3.4]octane-2-carboxylate